4-butyl-phenyldiphenyl-amine C(CCC)C1=CC=C(C=C1)N(C1=CC=CC=C1)C1=CC=CC=C1